methyl 6-bromo-3,3-bis(hydroxymethyl)-1-methyl-2-oxoindoline-5-carboxylate BrC1=C(C=C2C(C(N(C2=C1)C)=O)(CO)CO)C(=O)OC